FC(C=1C(=C(C=CC1)[C@@H](C)NC1=CN=NC2=CC(=C(C=C12)OC1CN(C1)C(C)=O)OC)F)F (R)-1-(3-((4-((1-(3-(difluoromethyl)-2-fluorophenyl)ethyl)amino)-7-methoxycinnolin-6-yl)oxy)azetidin-1-yl)ethan-1-one